(2S)-2-[(3R)-1-tert-Butoxycarbonylpyrrolidin-3-yl]-3-[3-[4-(2,5-difluorophenyl)triazol-1-yl]phenyl]propanoic acid C(C)(C)(C)OC(=O)N1C[C@H](CC1)[C@@H](C(=O)O)CC1=CC(=CC=C1)N1N=NC(=C1)C1=C(C=CC(=C1)F)F